2,3-dihydro-1,4-benzodioxin-6-ol O1CCOC2=C1C=CC(=C2)O